CC1=C(C=CC(=C1)C)S(=O)(=O)C=1N=NN2C1NC(C1=CC=C(C=C21)N2CCN(CC2)CC(=O)N2CCOCC2)=O 3-(2,4-dimethylphenyl)sulfonyl-8-[4-(2-morpholino-2-oxo-ethyl)piperazin-1-yl]-4H-triazolo[1,5-a]quinazolin-5-one